ClC1=CC(=NC(=C1)NC1=CC(=CC=C1)F)C(=O)NC=1C=C(C=CC1)C 4-chloro-6-((3-fluorophenyl)amino)-N-(m-tolyl)picolinamide